6-(4-(2-(5-cyclopropyl-3-(2,6-dichlorophenyl)isoxazol-4-yl)ethyl)-2,2-dimethylpiperazin-1-yl)-1-methyl-1H-indole-3-carboxylic acid C1(CC1)C1=C(C(=NO1)C1=C(C=CC=C1Cl)Cl)CCN1CC(N(CC1)C1=CC=C2C(=CN(C2=C1)C)C(=O)O)(C)C